BrC=1C=C2CN(C(C2=C(C1)NCC1=CC=C(C=C1)OC)=O)[C@@H](C)C1CC1 (S)-5-bromo-2-(1-cyclopropylethyl)-7-((4-methoxybenzyl)amino)isoindolin-1-one